3-{[(1R)-1-(4-chlorophenyl)-7-fluoro-5-[(1R)-1-(4-fluorooxan-4-yl)-1-hydroxypropyl]-1-methoxy-3-oxo-2,3-dihydro-1H-isoindol-2-yl]methyl}-6-methylpyridine-2-carboxylic acid ClC1=CC=C(C=C1)[C@@]1(N(C(C2=CC(=CC(=C12)F)[C@@](CC)(O)C1(CCOCC1)F)=O)CC=1C(=NC(=CC1)C)C(=O)O)OC